silicon (trimethylchlorosilane) C[Si](Cl)(C)C.[Si]